C(C1=CC=CC=C1)OC(=O)N1[C@@H](CC(CC1)=C)C1=CC=C(C=C1)C(=O)OC (S)-2-(4-(methoxycarbonyl)phenyl)-4-methylenepiperidine-1-carboxylic acid benzyl ester